(1s,4s)-N-(4-methoxy-3-methylphenyl)-1-methyl-4-(5-methyl-2-oxo-1,2-dihydroquinazolin-3(4H)-yl)cyclohexanecarboxamide COC1=C(C=C(C=C1)NC(=O)C1(CCC(CC1)N1C(NC2=CC=CC(=C2C1)C)=O)C)C